(Z)-3-(2-(2-((2-(2,6-dioxopiperidin-3-yl)-1,3-dioxoisoindolin-4-yl)amino)ethoxy)ethoxy)-N-(2-(4-(1-(4-hydroxyphenyl)-2-phenylbut-1-en-1-yl)phenoxy)ethyl)-N-methylpropanamide O=C1NC(CCC1N1C(C2=CC=CC(=C2C1=O)NCCOCCOCCC(=O)N(C)CCOC1=CC=C(C=C1)\C(=C(\CC)/C1=CC=CC=C1)\C1=CC=C(C=C1)O)=O)=O